ammonium dinonylnaphthalenesulfonate salt C(CCCCCCCC)C=1C(=C(C2=CC=CC=C2C1)S(=O)(=O)[O-])CCCCCCCCC.[NH4+]